BrCCCCCOC1=CC=C(C#N)C=C1 4-((5-bromopentyl)oxy)benzonitrile